C1(CCCC1)CN(C1=CC2=C(C(=N1)CNC)CNC2=O)C 6-((Cyclopentylmethyl)(methyl)amino)-4-((methylamino)methyl)-2,3-dihydro-1H-pyrrolo[3,4-c]pyridin-1-one